(S)-5-methoxy-4-((2-(4-(methoxycarbonyl)phenyl)-4-(5-fluorothien-2-yl)piperidin-1-yl)methyl)-7-Methyl-1H-indole-1-carboxylic acid tert-butyl ester C(C)(C)(C)OC(=O)N1C=CC2=C(C(=CC(=C12)C)OC)CN1[C@@H](CC(CC1)C=1SC(=CC1)F)C1=CC=C(C=C1)C(=O)OC